Cl.N1=CNC2=NC=CC(=C21)C=2C=NN(C2)C2=CC=C(C=N2)CC#N (6-(4-(3H-imidazo[4,5-b]pyridin-7-yl)-1H-pyrazol-1-yl)pyridin-3-yl)acetonitrile hydrochloride